C1(=CC(=CC=C1)C(=O)Cl)C1=CC(=CC=C1)C(=O)Cl (1,1'-biphenyl)-3,3'-dicarbonyl dichloride